CC=1NC(C=C2C1C(=NN=C2C(=O)N)C)=O dimethyl-7-oxo-6,7-dihydropyrido[3,4-d]pyridazine-1-carboxamide